CC1(C(C1)N1C(C(=CC=C1)NC(OC(C)(C)C)=O)=O)C tert-butyl (1-(2,2-dimethylcyclopropyl)-2-oxo-1,2-dihydropyridin-3-yl)carbamate